C1(CC1)CNCC1=CC(=NC(=C1F)C)N1C(C2=CC(=CC=C2C1)C1=C(C=C(C=C1)F)C1=NN=CN1C)=O 2-(4-(((Cyclopropylmethyl)amino)methyl)-5-fluoro-6-methylpyridin-2-yl)-6-(4-fluoro-2-(4-methyl-4H-1,2,4-triazol-3-yl)phenyl)isoindolin-1-one